ClC=1C(NN=CC1N1C[C@@H](CC1)OC1=NC=CC(=C1)C=1C(=NOC1C)COC)=O (R)-4-chloro-5-(3-((4-(3-(methoxymethyl)-5-methylisoxazol-4-yl)pyridin-2-yl)oxy)pyrrolidin-1-yl)pyridazin-3(2H)-one